C(C)(C)(C)OC(=O)N1[C@@H](COCC1)C=1C=C(C=C2CCN(CC12)N1CC2(C1)CCC(CC2)=O)C=2C=C1C(=NC2)NC=C1C (R)-3-(6-(3-methyl-1H-pyrrolo[2,3-b]pyridin-5-yl)-2-(7-oxo-2-azaspiro[3.5]Nonan-2-yl)-1,2,3,4-tetrahydroisoquinolin-8-yl)morpholine-4-carboxylic acid tert-butyl ester